[NH+]1=C2N(CCC1)CCC2 2,3,4,6,7,8-hexahydropyrrolo[1,2-a]pyrimidin-1-ium